CN1[C@H]2[C@@](CCC1)(CCC2)COC2=NC1=C(C(=CC=C1C(=N2)N2CCOCC2)C2=CC(=CC1=CC=CC(=C21)CC)O)F 4-(2-{[(4as,7ar)-1-methyl-octahydro-1H-cyclopenta[b]pyridin-4a-yl]methoxy}-8-fluoro-4-(morpholin-4-yl)quinazolin-7-yl)-5-ethylnaphthalen-2-ol